(2S)-6-(1-{[(tert-butoxy)carbonyl]amino}-3,6,9,12,15,18,21,24,27,30,33,36-dodecaoxanonatriacontan-39-amido)-2-({[(9H-fluoren-9-yl)methoxy]carbonyl}amino)hexanoic acid C(C)(C)(C)OC(=O)NCCOCCOCCOCCOCCOCCOCCOCCOCCOCCOCCOCCOCCC(=O)NCCCC[C@@H](C(=O)O)NC(=O)OCC1C2=CC=CC=C2C=2C=CC=CC12